C(C)(C)(C)OC(CCCCCCCN1C(=CC=2C1=NC(=CC2)C(C(F)F)NS(=O)C(C)(C)C)C2=NC1=C(N2C)C(=CC(=C1)C(=O)OC)OC)=O methyl 2-(1-(8-(tert-butoxy)-8-oxooctyl)-6-(1-((tert-butylsulfinyl)amino)-2,2-difluoroethyl)-1H-pyrrolo[2,3-b]pyridin-2-yl)-7-methoxy-1-methyl-1H-benzo[d]imidazole-5-carboxylate